C(C)NC1CN(C1)C1=NC=C(C=C1NS(=O)(=O)C)C1=CC=2C3=C(C=NC2C=C1F)N(C(C31CCC1)=O)C N-(2-(3-(Ethylamino)azetidin-1-yl)-5-(7'-fluoro-3'-methyl-2'-oxo-2',3'-dihydrospiro[cyclobutane-1,1'-pyrrolo[2,3-c]quinolin]-8'-yl)pyridin-3-yl)methanesulfonamide